N-(8-fluoro-2-methylimidazo[1,2-a]pyridin-6-yl)-5-((1S,5S)-2-methyl-2,6-diazabicyclo[3.2.0]heptan-6-yl)pyrazine-2-carboxamide FC=1C=2N(C=C(C1)NC(=O)C1=NC=C(N=C1)N1[C@H]3CCN([C@H]3C1)C)C=C(N2)C